(6aR,8R)-8-(6-chloropurin-9-yl)-2,2,4,4-tetraisopropyl-6a,8,9,9a-tetrahydro-6H-furo[3,2-f][1,3,5,2,4]trioxadisilocin-9-ol ClC1=C2N=CN(C2=NC=N1)[C@H]1C(C2O[Si](O[Si](OC[C@H]2O1)(C(C)C)C(C)C)(C(C)C)C(C)C)O